(6-((5-bromo-2-((2-cyclopropyloxy-5-(1-methyl-1H-pyrazol-4-yl)-4-(4-(piperazin-1-yl)piperidin-1-yl)phenyl)amino)pyrimidin-4-yl)amino)-2,3-dimethylphenyl)dimethylphosphine oxide BrC=1C(=NC(=NC1)NC1=C(C=C(C(=C1)C=1C=NN(C1)C)N1CCC(CC1)N1CCNCC1)OC1CC1)NC1=CC=C(C(=C1P(C)(C)=O)C)C